N1=C(C=CC2=CC=CC(=C12)C(=O)O)C(=O)O quinoline-2,8-dicarboxylic acid